[N+](=O)([O-])NC([C@H](C1=CC=CC=C1)C(C1=CC=CC=C1)=O)(N[N+](=O)[O-])C1=CC=CC=C1 dinitrobenzoyl-(1S,2S)-diphenylethanediamine